3-(3,4-diamino-2-fluorophenyl)morpholine-4-carboxylic acid tert-butyl ester C(C)(C)(C)OC(=O)N1C(COCC1)C1=C(C(=C(C=C1)N)N)F